tert-butyl (S)-6-(1-(4-fluorobenzyl)-1H-pyrazole-4-carbonyl)-8-((R)-2-oxo-4-phenyloxazolidine-3-carbonyl)-2,6-diazaspiro[3.4]octane-2-carboxylate FC1=CC=C(CN2N=CC(=C2)C(=O)N2CC3(CN(C3)C(=O)OC(C)(C)C)[C@@H](C2)C(=O)N2C(OC[C@H]2C2=CC=CC=C2)=O)C=C1